C(#N)C1=C(C=CC(=C1)F)[C@@H]([C@H](C)C=1N(C(C(=C(N1)C(=O)NC=1C=NOC1)O)=O)C)C=1C(=NN(C1)C)C 2-((1r,2s)-1-(2-cyano-4-fluorophenyl)-1-(1,3-dimethyl-1H-pyrazol-4-yl)propan-2-yl)-5-hydroxy-N-(isoxazol-4-yl)-1-methyl-6-oxo-1,6-dihydropyrimidine-4-carboxamide